COC(=O)C1=CC=C2N=C(C=3N(C2=C1)C=NC3)NCC3=CC=C(C=C3)OC 4-((4-methoxybenzyl)amino)imidazo[1,5-a]quinoxaline-8-carboxylic acid methyl ester